(2,3-Difluoro-6-methoxyphenyl)trimethylsilane FC1=C(C(=CC=C1F)OC)[Si](C)(C)C